3-(3-Fluoro-4-isobutoxybenzyl)-1-(4-fluorobenzyl)-1-((1-methylpiperidin-4-yl)methyl)urea FC=1C=C(CNC(N(CC2CCN(CC2)C)CC2=CC=C(C=C2)F)=O)C=CC1OCC(C)C